1H,2'H-[3,3'-bipyrazole]-4-carboxylic acid N1N=C(C(=C1)C(=O)O)C=1NN=CC1